ClC1=CC=C(C(=N1)OC)CC(=O)O 2-(6-chloro-2-methoxypyridin-3-yl)acetic acid